Methylenephosphane cyanide [C-]#N.C=P